phenylterpyridine triborate B(O)(O)O.B(O)(O)O.B(O)(O)O.C1(=CC=CC=C1)C=1C(=NC=CC1)C1=NC=CC=C1C1=NC=CC=C1